2-[4-(6-cyclopropylmethoxy-pyrazin-2-yl)-2,6-difluoro-phenoxymethyl]-cyclopropanecarboxylic acid C1(CC1)COC1=CN=CC(=N1)C1=CC(=C(OCC2C(C2)C(=O)O)C(=C1)F)F